C1C(CC12COC2)NC=2C1=C(N=C(N2)N2CC(C2)OC(=O)C=2C=NSC2)CC[S@@+]1[O-] [1-[(5S)-4-(6-Oxaspiro[3.3]heptan-2-ylamino)-5-oxido-6,7-dihydrothieno[3,2-d]pyrimidin-5-ium-2-yl]azetidin-3-yl]-isothiazol-4-carboxylat